CC1(C(C(C2=CCCCC12)(O)C)(C)C)C pentamethyltetrahydroindanol